3-(7-(2-amino-7-fluorobenzo[d]thiazol-4-yl)-4-(3,8-diazabicyclo[3.2.1]octan-3-yl)-2-(3-(dimethylamino)-azetidin-1-yl)-8-fluoroquinazolin-6-yl)propanenitrile NC=1SC2=C(N1)C(=CC=C2F)C2=C(C=C1C(=NC(=NC1=C2F)N2CC(C2)N(C)C)N2CC1CCC(C2)N1)CCC#N